C(C)(C)(C)C1=CC=C(C=C1)C=1C=2N(C3=CC=C(C=C3N1)C#N)C=CN2 4-(4-(tert-butyl)phenyl)imidazo[1,2-a]quinoxaline-7-carbonitrile